C(CCC)C1(C=C(C(=O)OC)C(=O)OC)CC=CC=C1 dimethyl (1-n-butylbenzylidene)malonate